(S)-3-(3-benzyl-3-methylureido)-2-(5,7-dichloro-2-(3-cyclopropylprop-2-ynyl)-1-oxo-1,2,3,4-tetrahydroisoquinoline-6-carboxamido)propionic acid phenylmethyl ester C1(=CC=CC=C1)COC([C@H](CNC(=O)N(C)CC1=CC=CC=C1)NC(=O)C=1C(=C2CCN(C(C2=CC1Cl)=O)CC#CC1CC1)Cl)=O